C(C#C)OCCNC(OC(C)(C)C)=O Tert-butyl N-(2-prop-2-ynoxyethyl)carbamate